tert-butyl 3-(((3-(trifluoromethyl)pyrazin-2-yl)oxy)methyl)piperidine-1-carboxylate FC(C=1C(=NC=CN1)OCC1CN(CCC1)C(=O)OC(C)(C)C)(F)F